CN(C(=O)C1CCC1)CCCNC1=NC(=NC=C1C(F)(F)F)NC=1C(=NN(C1)C1CCN(CC1)C)C N-methyl-N-(3-((2-((3-methyl-1-(1-methylpiperidin-4-yl)-1H-pyrazol-4-yl)amino)-5-(trifluoromethyl)pyrimidin-4-yl)amino)propyl)cyclobutanecarboxamide